(R)-3-((1R,3R)-1-(2,6-difluoro-4-((1-(3-fluoropropyl)azetidin-3-yl)amino)phenyl)-3-methyl-1,3,4,9-tetrahydro-2H-pyrido[3,4-b]indol-2-yl)-2-fluoro-2-methylpropan-1-ol FC1=C(C(=CC(=C1)NC1CN(C1)CCCF)F)[C@H]1N([C@@H](CC2=C1NC1=CC=CC=C21)C)C[C@@](CO)(C)F